5-bromopyrimidine-2-thiol BrC=1C=NC(=NC1)S